NCC=1C=CC(=C(C(=O)NC(C)C2=CC(=CC(=C2)C=2C=NN(C2)C)C=2C=NSC2)C1)C 5-(aminomethyl)-N-(1-(3-(isothiazol-4-yl)-5-(1-methyl-1H-pyrazol-4-yl)phenyl)ethyl)-2-methylbenzamide